benzo[b]fluoren-11-one C1=CC=CC=2C=3C=C4C(=CC3C(C12)=O)C=CC=C4